4-[(3R)-4-(cyclopropylcarbonyl)-3-methylpiperazin-1-yl]-2-(1-methyl-1H-pyrazol-4-yl)pyrimidine-5-carbonitrile C1(CC1)C(=O)N1[C@@H](CN(CC1)C1=NC(=NC=C1C#N)C=1C=NN(C1)C)C